1-(8-bromo-5-chloro-2-(((5-methylisoxazol-3-yl)methyl)sulfinyl)-4-((4-(pentafluoro-λ6-sulfaneyl)phenyl)amino)quinolin-3-yl)ethan-1-one BrC=1C=CC(=C2C(=C(C(=NC12)S(=O)CC1=NOC(=C1)C)C(C)=O)NC1=CC=C(C=C1)S(F)(F)(F)(F)F)Cl